ClC=1C=C(C(=NC1)F)[C@]1([C@@H](CN(CC1)C(C)=O)C)F |r| racemic-cis-1-[4-(5-Chloro-2-fluoropyridin-3-yl)-4-fluoro-3-methylpiperidin-1-yl]ethan-1-one